Methyl 3-{[3-hydroxy-4-(2-octylcyclopropyl)butyl]sulfanyl}propanoate OC(CCSCCC(=O)OC)CC1C(C1)CCCCCCCC